N1=CC=C(C=C1)C1=CC=C(C=C1)B(O)O [4-(pyridin-4-yl)phenyl]boranediol